12-hydroxy-4,6,8,10-tetramethyltridecyl hexyloxymethyl ether C(CCCCC)OCOCCCC(CC(CC(CC(CC(C)O)C)C)C)C